6-[(2S)-2-aminopropyl]-7-methyl-N-[(1,3-thiazol-5-yl)methyl]thieno[3,2-c]pyridazin-4-amine N[C@H](CC1=C(C=2N=NC=C(C2S1)NCC1=CN=CS1)C)C